CNS(=O)(=O)C1=CC=C(C=C1)CC(=O)N 2-(4-(N-methylsulfamoyl)phenyl)acetamide